C1(=CC=CC=C1)C=1N=C2N(C=C(C=C2C2=CC=CC=C2)C=2C=C(C#N)C=CC2)C1 3-(2,8-diphenylimidazo[1,2-a]pyridin-6-yl)benzonitrile